(4Z)-4-(1,3-benzoxazol-6-ylmethylene)-2-(cyclohexylamino)-1H-imidazol-5-one O1C=NC2=C1C=C(C=C2)\C=C\2/N=C(NC2=O)NC2CCCCC2